CC1(N(CC=C1)C(=O)OC(C)(C)C)C(=O)[O-] 1-tert-butyl 2-methyl-1H-pyrrole-1,2(2H,5H)-dicarboxylate